NC(C)(C)C1=CC=C(C(=O)NC2CCCC2)C=C1 4-(2-aminoprop-2-yl)-N-cyclopentyl-benzamide